C(C)(C)(C)OC(=O)N1CCN(CC1)C1=CC=C(C=N1)C1=CC=C2C(=C(N(C2=C1)C(=O)OC(C)(C)C)B1OC(C(O1)(C)C)(C)C)C tert-butyl 6-(6-(4-(tert-butoxycarbonyl)piperazin-1-yl)pyridin-3-yl)-3-methyl-2-(4,4,5,5-tetramethyl-1,3,2-dioxaborolan-2-yl)-1H-indole-1-carboxylate